N-((S)-(7-((R)-Cyclopropyl(2-(3,3-difluorocyclobutyl)acetamido)methyl)imidazo[1,2-a]pyrimidin-2-yl)(4,4-difluorocyclohexyl)methyl)-3-(3,3,3-trifluoropropyl)isoxazole-4-carboxamide C1(CC1)[C@H](C1=NC=2N(C=C1)C=C(N2)[C@@H](NC(=O)C=2C(=NOC2)CCC(F)(F)F)C2CCC(CC2)(F)F)NC(CC2CC(C2)(F)F)=O